3-[(3R)-3-({6-[2-hydroxy-4-(trifluoromethyl)phenyl]-5-methylpyridazin-3-yl}amino)piperidin-1-yl]-2,2-dimethylpropanoic acid lithium salt [Li+].OC1=C(C=CC(=C1)C(F)(F)F)C1=C(C=C(N=N1)N[C@H]1CN(CCC1)CC(C(=O)[O-])(C)C)C